bis(6-(((Z)-non-2-en-1-yl)oxy)-6-oxohexyl) 2-(((4-(pyrrolidin-1-yl)butyl)-carbamothioyl)oxy)malonate N1(CCCC1)CCCCNC(=S)OC(C(=O)OCCCCCC(=O)OC\C=C/CCCCCC)C(=O)OCCCCCC(=O)OC\C=C/CCCCCC